4-(1H-1,2,3-benzotriazol-1-yl)-N-[piperidin-3-yl]-5-(trifluoromethyl)pyrimidin-2-amine N1(N=NC2=C1C=CC=C2)C2=NC(=NC=C2C(F)(F)F)NC2CNCCC2